ClC1=NC=C(C(=C1)C1=C(C=NC(=C1)C)C(=O)NC=1SC(=NN1)OC1COCC1)OC 2'-chloro-5'-methoxy-6-methyl-N-(5-((tetrahydrofuran-3-yl)oxy)-1,3,4-thiadiazol-2-yl)-(4,4'-bipyridine)-3-carboxamide